CC=1C=C(C=CC1C)N1N=C(C(C1=O)=NNC=1C(=C(C=CC1)C1=CC(=CC=C1)C(=O)O)O)C 3'-{N'-[1-(3,4-dimethylphenyl)-3-methyl-5-oxo-1,5-dihydropyrazol-4-ylidene]hydrazino}-2'-hydroxybiphenyl-3-carboxylic acid